CC1=CC2=C(C3=CC=CC=C3C(=C2C=C1)OCCOC)OCCOC 2-methyl-9,10-bis(2-methoxyethoxy)anthracene